3-(3-(tert-butylmercapto)-1-isobutyl-6-isopropyl-1h-indol-2-yl)-2,2-dimethylpropanoic acid C(C)(C)(C)SC1=C(N(C2=CC(=CC=C12)C(C)C)CC(C)C)CC(C(=O)O)(C)C